C1=C(C=CC2=CC=CC=C12)OCCCCCCCCC(C(=O)O)=C 8-(naphthalen-2-yloxy)octylacrylic acid